CC1=C(C2=C(N=N1)SC1=C2C=NN=C1NCC1=CC=C(C=C1)C(C([2H])([2H])[2H])C([2H])([2H])[2H])C 2-(4-(((3,4-dimethylthieno[2,3-c:4,5-d']Dipyridazin-8-yl)amino)methyl)phenyl)propane-1,1,1,3,3,3-d